NC1=NC=CC(=C1F)CC=1C(=C(C(=C(C(=O)NOC(C#C)([2H])[2H])C1)NC1=C(C=C(C=C1)I)F)F)F 5-((2-amino-3-fluoropyridin-4-yl)methyl)-3,4-difluoro-2-((2-fluoro-4-iodophenyl)aminyl)-N-((prop-2-yn-1-yl-1,1-d2)oxy)benzamide